C(C)OC(=C)C1=CC(=C2C=C(N=NC2=C1)C1CCN(CC1)C(=O)OC(C)(C)C)F tert-Butyl 4-(7-(1-ethoxyvinyl)-5-fluorocinnolin-3-yl)piperidine-1-carboxylate